(4-((3'-Amino-2'-fluoro-2-methyl-[1,1'-biphenyl]-3-yl)methoxy)-5-chloro-2-((5-cyanopyridin-3-yl)methoxy)benzyl)-D-serine NC=1C(=C(C=CC1)C1=C(C(=CC=C1)COC1=CC(=C(CN[C@H](CO)C(=O)O)C=C1Cl)OCC=1C=NC=C(C1)C#N)C)F